3-fluoro-4-methyl-N,N-bis(propan-2-yl)-5-{hydroxy[4-(1H-pyrazol-1-yl)phenyl]methyl}benzamide FC=1C=C(C(=O)N(C(C)C)C(C)C)C=C(C1C)C(C1=CC=C(C=C1)N1N=CC=C1)O